CN1C=[N+](C2=C1C(=O)NC(=N2)N)[C@H]3[C@@H]([C@@H]([C@H](O3)COP(=O)(O)[O-])O)O The molecule is a guanosine 5'-phosphate that is the N(7)-methyl derivative of guanosine 5'-monophosphate. It is an ammonium betaine and a guanosine 5'-phosphate. It derives from a guanosine 5'-monophosphate. It is a conjugate base of a 7-methylguanosine 5'-phosphate(1+). It is a conjugate acid of a 7-methylguanosine 5'-phosphate(1-).